CC=1C=CC=C2C(=CN=NC12)NC1=NC(=NC=C1)NC1=CC(=CC=C1)N1CCOCC1 N4-(8-methylcinnolin-4-yl)-N2-(3-morpholinophenyl)pyrimidine-2,4-diamine